C(C)(C)(C)OC(=O)N1CC(CC1)(O)C1=C(C=CC=C1)Br 3-(2-bromophenyl)-3-hydroxypyrrolidine-1-carboxylic acid tert-butyl ester